The molecule is a steroid alkaloid fundamental parent, an alkaloid, an organic heterohexacyclic compound and a 3beta-hydroxy-Delta(5)-steroid. It has a role as a plant metabolite. C[C@H]1CC[C@@H]2[C@H]([C@H]3[C@@H](N2C1)C[C@@H]4[C@@]3(CC[C@H]5[C@H]4CC=C6[C@@]5(CC[C@@H](C6)O)C)C)C